C(C)(C)(C)OC(=O)N1CCC(CC1)OCC(=O)O 2-((1-(tert-butoxycarbonyl)piperidin-4-yl)oxy)acetic acid